FC1CNCC(C1NC(=O)C1=CC(=CC=2N(C=NC21)CC(F)(F)F)C#CCNC2=C(C=C(C=C2)S(=O)(=O)C)OC)C N-(3-fluoro-5-methyl-4-piperidyl)-6-[3-(2-methoxy-4-methylsulfonyl-anilino)prop-1-ynyl]-1-(2,2,2-trifluoroethyl)benzimidazole-4-carboxamide